ethyl 2-[4-chloro-2-(chloromethyl)-5-iodo-phenoxy]acetate ClC1=CC(=C(OCC(=O)OCC)C=C1I)CCl